CN(C([S-])=S)C.[Fe+3].CN(C([S-])=S)C.CN(C([S-])=S)C iron(3+) dimethyldithiocarbamate